N-[(1-{[6-(4-chlorophenoxy)-3-pyridinyl]methyl}-4-hydroxy-2-oxo-1,2,5,6-tetrahydro-3-pyridinyl)carbonyl]glycine ClC1=CC=C(OC2=CC=C(C=N2)CN2C(C(=C(CC2)O)C(=O)NCC(=O)O)=O)C=C1